ClC=1C=CC(=C(C1)C1=CC=NCN1O)N1N=NC(=C1)Cl 6-(5-chloro-2-(4-chloro-1H-1,2,3-triazol-1-yl)phenyl)pyrimidin-1-ol